3-chloro-4-(4-(1-ethyl-4-(trifluoromethyl)-1H-imidazol-2-yl)benzyl)-2-(1-isopropyl-1H-pyrazol-5-yl)-6,7-dihydropyrazolo[1,5-a]pyrimidin-5(4H)-one ClC=1C(=NN2C1N(C(CC2)=O)CC2=CC=C(C=C2)C=2N(C=C(N2)C(F)(F)F)CC)C2=CC=NN2C(C)C